2-(4-(2-(2,6-dimethylpyridin-4-yl)-3-isopropyl-1H-indol-5-yl)piperidin-1-yl)-N-(1-methylcyclopropyl)acetamide CC1=NC(=CC(=C1)C=1NC2=CC=C(C=C2C1C(C)C)C1CCN(CC1)CC(=O)NC1(CC1)C)C